FC([C@H]1N(CCC1)C1=CC=C(C=C1)C1CN(C1)C(=O)N1C[C@@H]2[C@@H](OCC(N2)=O)CC1)(F)F |o1:2| (4aR,8aS)-6-(3-(4-((S or R)-2-(Trifluoromethyl)pyrrolidin-1-yl)phenyl)azetidine-1-carbonyl)hexahydro-2H-pyrido[4,3-b][1,4]oxazin-3(4H)-one